N[C@@H](CC(=O)O)CCC1=CC=CC=C1 (R)-β-amino-5-phenylpentanoic acid